FC1=CC(=CC2=CN(N=C12)C)C=1C=C(C(=NC1)C=1N=NC(=CC1)N1CCN(CC1)C)O 5-(7-fluoro-2-methyl-2H-indazol-5-yl)-2-[6-(4-methylpiperazin-1-yl)pyridazin-3-yl]pyridin-3-ol